[Cu].[Mn].[Ce].ClC1=CC=C(C(=O)NC2=C(C=NN2C2=CC=C(C=C2)Cl)C=2OCCN2)C=C1 4-chloro-N-(1-(4-chlorophenyl)-4-(4,5-dihydrooxazole-2-yl)-1H-pyrazol-5-yl)benzamide cerium-manganese-copper